1,8-diphenyl-9H-fluoren-9-one C1(=CC=CC=C1)C1=CC=CC=2C3=CC=CC(=C3C(C12)=O)C1=CC=CC=C1